BrC1=CC(=CC(=N1)N1[C@H](COCC1)CC)C1(CCNCC1)S(=O)(=O)C (S)-4-(6-bromo-4-(4-(methylsulfonyl)piperidin-4-yl)pyridin-2-yl)-3-ethyl-morpholine